6-((R)-3-hydroxypyrrolidin-1-yl)-3-(4-(trifluoromethyl)benzyl)isobenzofuran-1(3H)-one hydrochloride Cl.O[C@H]1CN(CC1)C1=CC=C2C(OC(C2=C1)=O)CC1=CC=C(C=C1)C(F)(F)F